Cl.NC(CO)(CO)CO Trometamol-hydrochloride